4-[(2S)-2-amino-(3R)-3-hydroxybutyryl]amino-3,3-dimethylbutanoate N[C@H](C(=O)NCC(CC(=O)[O-])(C)C)[C@@H](C)O